ClC1=C(C=C(C(=C1)F)N1C(N(C(N(C1=O)C)=S)C)=O)C1=NOC(C1)(C(=O)N)C 3-[2-chloro-5-(3,5-dimethyl-2,6-dioxo-4-thioxo-1,3,5-triazin-1-yl)-4-fluoro-phenyl]-5-methyl-4H-isoxazole-5-carboxamide